C(=O)=C(CNC(C1=CC=C(C=C1)[N+](=O)[O-])=O)C N-(2-carbonyl-propyl)-4-nitrobenzamide